ClC=1C=2C(N=C3N(C2C=CC1)C1=CC=C(C=C1C31CCCCC1)C1CCN(CC1)C1CC(C1)CO)=O 4'-chloro-9'-(1-(3-(hydroxymethyl)cyclobutyl)piperidin-4-yl)-5'H-spiro[cyclohexane-1,7'-indolo[1,2-a]quinazolin]-5'-one